butyl ((4-fluoro-5-isobutyl-3-(4-((2-(trifluoromethyl)-1H-imidazol-1-yl)methyl)phenyl)thiophen-2-yl)sulfonyl)carbamate FC=1C(=C(SC1CC(C)C)S(=O)(=O)NC(OCCCC)=O)C1=CC=C(C=C1)CN1C(=NC=C1)C(F)(F)F